tert-Butyl 2-((((9H-fluoren-9-yl)methoxy) carbonyl)amino)-3-(2-fluoro-4-methoxyphenyl)propanoate C1=CC=CC=2C3=CC=CC=C3C(C12)COC(=O)NC(C(=O)OC(C)(C)C)CC1=C(C=C(C=C1)OC)F